C(C)(=O)N1C[C@H](N(CC1)C(C=C)=O)C1=CC(=CC(=C1)Cl)Br (R)-1-(4-acetyl-2-(3-bromo-5-chlorophenyl)piperazin-1-yl)prop-2-en-1-one